3,4-dimethoxy-5-((phenylmethyl)sulfonamido)benzoic acid COC=1C=C(C(=O)O)C=C(C1OC)NS(=O)(=O)CC1=CC=CC=C1